methyl 3-(2-bromoethyl)pent-4-enoate BrCCC(CC(=O)OC)C=C